2-isothiazol-5-yl-N-[4-[3-(2-pyridyl)-1H-pyrrolo[3,2-b]pyridin-2-yl]-2-pyridyl]acetamide S1N=CC=C1CC(=O)NC1=NC=CC(=C1)C1=C(C2=NC=CC=C2N1)C1=NC=CC=C1